2-(2-((tert-butoxycarbonyl)amino)ethoxy)ethyl 4-methylbenzenesulfonate CC1=CC=C(C=C1)S(=O)(=O)OCCOCCNC(=O)OC(C)(C)C